(3R,4R)-4-((dimethylamino)methyl)pyrrolidin-3-ol CN(C)C[C@@H]1[C@H](CNC1)O